[C@H](C)(CC)[C@@H]1N(CC2=C(NC1=O)C=CC=C2)C(=O)N[C@@H]2CN(CC2)CCO (S)-3-((S)-sec-butyl)-N-((S)-1-(2-hydroxyethyl)pyrrolidin-3-yl)-2-oxo-1,2,3,5-tetrahydro-4H-benzo[e][1,4]diazepine-4-carboxamide